OC1=C(C(=NC(=C1OC)C)C)C(=O)NC1=CC=C(C=C1)OC1=CC=NC2=CC(=C(N=C12)OC)OCCOC 4-hydroxy-5-methoxy-N-[4-[[6-methoxy-7-(2-methoxyethoxy)-1,5-naphthyridin-4-yl]oxy]phenyl]-2,6-dimethylpyridine-3-carboxamide